O=C(C(=O)N)N1[C@H](CC[C@@H](C1)C)C1(CC1)C(F)(F)F |r| 2-oxo-2-[rac-(2R,5S)-5-methyl-2-[1-(trifluoromethyl)cyclopropyl]-1-piperidyl]acetamide